4-[[(2R,3S,4S,5R)-3-(5-Deuterio-3,4-difluoro-2-methoxyphenyl)-4,5-dimethyl-5-(trifluoromethyl)tetrahydrofuran-2-carbonyl]amino]pyridin-2-carboxamid [2H]C=1C(=C(C(=C(C1)[C@H]1[C@@H](O[C@]([C@H]1C)(C(F)(F)F)C)C(=O)NC1=CC(=NC=C1)C(=O)N)OC)F)F